6-bromo-4-[[(1R)-1-[3-(1,1-difluoro-2-hydroxyethyl)phenyl]ethyl]amino]-8-methyl-pyrido[2,3-d]pyrimidin-7-one BrC1=CC2=C(N=CN=C2N[C@H](C)C2=CC(=CC=C2)C(CO)(F)F)N(C1=O)C